N-(2-fluoro-4-(1,6-diazaspiro[3.4]octan-6-yl)phenyl)-7-methoxy-2-methylimidazo[1,2-a]pyridine-6-carboxamide FC1=C(C=CC(=C1)N1CC2(CCN2)CC1)NC(=O)C=1C(=CC=2N(C1)C=C(N2)C)OC